2,5-dimethoxy-3-nitrobenzaldehyde COC1=C(C=O)C=C(C=C1[N+](=O)[O-])OC